Benzyl ((S)-3-cyclopropyl-2-(2-((S)-1-(2,3-difluorobenzyl)-5-oxopyrrolidin-2-yl)acetamido)propanoyl)-L-phenylalaninate C1(CC1)C[C@@H](C(=O)N[C@@H](CC1=CC=CC=C1)C(=O)OCC1=CC=CC=C1)NC(C[C@H]1N(C(CC1)=O)CC1=C(C(=CC=C1)F)F)=O